6-bromo-N,N-diethyl-1-methyl-1H-benzo[d]imidazol-2-amine BrC=1C=CC2=C(N(C(=N2)N(CC)CC)C)C1